BrC=1C=C2CCOC(C2=CC1)CN(C(OC(C)(C)C)=O)C tert-Butyl (6-bromoisochroman-1-yl)methyl(methyl)carbamate